BrC=1C=C2C(=CC=NC2=CC1)CC(=O)C1=NC(=CC=C1)C 2-(6-bromoquinolin-4-yl)-1-(6-methylpyridin-2-yl)ethan-1-one